N-[4-[(6,7-dimethoxy-1,5-naphthyridin-4-yl)oxy]-3-fluorophenyl]-5-(4-fluorophenyl)-1-methoxy-4-oxopyridine-3-carboxamide COC=1N=C2C(=CC=NC2=CC1OC)OC1=C(C=C(C=C1)NC(=O)C1=CN(C=C(C1=O)C1=CC=C(C=C1)F)OC)F